C(C1=CC=CC=C1)OC(=O)NC1(CC(C1)=O)C(=O)OC(C)C propane-2-yl 1-{[(benzyloxy) carbonyl] amino}-3-oxocyclobutane-1-carboxylate